N,N-bis(2-chloroethyl)phenylalanine ClCCN([C@@H](CC1=CC=CC=C1)C(=O)O)CCCl